7-amino-3-cyclopropyl-9-[(5-methoxypyridin-3-yl)amino]-N-(2-methylpropyl)-8,9-dihydro-7H-cyclopenta[h]isoquinoline-5-sulfonamide NC1CC(C2=C1C=C(C=1C=C(N=CC21)C2CC2)S(=O)(=O)NCC(C)C)NC=2C=NC=C(C2)OC